(S)-(3,3-Difluoroazetidin-1-yl)(2-(4-(5-(3,5-difluorophenyl)-4,5-dihydro-1H-pyrazole-1-carbonyl)piperazin-1-yl)-5-fluoropyrimidin-4-yl)methanone FC1(CN(C1)C(=O)C1=NC(=NC=C1F)N1CCN(CC1)C(=O)N1N=CC[C@H]1C1=CC(=CC(=C1)F)F)F